ClC1=CC(=C(N=N1)N1CCC(CCC1)(F)F)C(=O)NC1=CC(=C(C=C1)F)C(N)=NO 6-chloro-3-(4,4-difluoroazepan-1-yl)-N-(4-fluoro-3-(N'-hydroxyamidino)phenyl)pyridazine-4-carboxamide